CC1N(C2=CC=C(C=C2C1)S(=O)(=O)O)C dimethyl-5-sulfoindolin